C[Si](NCCCCCCCC)(C)C N-trimethylsilyl-n-octylamine